FC1(CCN(CC1)C=1C=2N(C=C(N1)NC(C1=C(N=C(C=C1)NS(=O)(=O)CCO)N1CCC3(CC3)CC1)=O)C=CN2)F N-(8-(4,4-difluoropiperidin-1-yl)imidazo[1,2-a]pyrazin-6-yl)-6-((2-hydroxyethyl)sulfonylamino)-2-(6-azaspiro[2.5]oct-6-yl)nicotinamide